2-(3-(methylamino)oxetan-3-yl)ethan-1-ol CNC1(COC1)CCO